meta-isopropenyl-2,2-dimethylbenzoyl isocyanate C(=C)(C)C=1C(C(C(=O)N=C=O)C=CC1)(C)C